(3-benzyl-1-(1-(4-fluorophenyl)-6-methyl-1H-indazol-5-yl)-3-azabicyclo[3.1.0]hexane-6-yl)methanol C(C1=CC=CC=C1)N1CC2(C(C2C1)CO)C=1C=C2C=NN(C2=CC1C)C1=CC=C(C=C1)F